OC1=C(C(=CC(=C1)C(F)(F)F)C)C=1C=CC=2C(N1)=NN(C2[C@@H](C)O)[C@H]2CCC(N(C2)C)=O (S)-5-(6-(2-hydroxy-6-methyl-4-(trifluoromethyl)phenyl)-3-((R)-1-hydroxyethyl)-2H-pyrazolo[3,4-b]pyridin-2-yl)-1-methylpiperidin-2-one